CC1=NN(C2=CC(=CC=C12)[N+](=O)[O-])C=1C=C(C=CC1)C methyl-6-nitro-1-(m-tolyl)-1H-indazole